8-bromo-3-methyl-6-methyl-2-(5-methyl-2-pyrimidinyl)-3,4-dihydro-4-quinazolinone BrC=1C=C(C=C2C(N(C(=NC12)C1=NC=C(C=N1)C)C)=O)C